tert-butyl 4-(5-methoxy-2,3-dihydrothieno[3,2-b]pyridin-6-yl)piperidine-1-carboxylate COC1=C(C=C2C(=N1)CCS2)C2CCN(CC2)C(=O)OC(C)(C)C